5-[(2-tert-Butylphenoxyethylsulfanyl)methyl]oxazole-2(3H)-thione C(C)(C)(C)C1=C(OCCSCC2=CNC(O2)=S)C=CC=C1